ClC=1C(=CC=C2N=CC(=NC12)C=1C=NN(C1)C(CC(=O)O)(C)C)OC=1C=CC2=C(N(C(=N2)C)COCC[Si](C)(C)C)C1 3-(4-(8-Chloro-7-((2-methyl-1-((2-(trimethylsilyl)ethoxy)methyl)-1H-benzo[d]imidazol-6-yl)oxy)quinoxalin-2-yl)-1H-pyrazol-1-yl)-3-methylbutanoic acid